(1,1-difluoro-2-((2R,3S,4S,5S,6R)-6-(4-(3-(hex-5-yn-1-yl)thioureido)phenoxy)-3,4,5-trihydroxytetrahydro-2H-pyran-2-yl)ethyl)phosphonic acid FC(C[C@H]1O[C@@H]([C@H]([C@H]([C@@H]1O)O)O)OC1=CC=C(C=C1)NC(=S)NCCCCC#C)(F)P(O)(O)=O